C1(CC1)N1N=NC(=C1C1=CC2=C(C=N1)N=C(S2)NC(=O)C=2C=NC(=CC2C2=CC(=NC=C2OC)C(F)F)C)C N-(6-(1-cyclopropyl-4-methyl-1H-1,2,3-triazol-5-yl)thiazolo[4,5-c]pyridin-2-yl)-2'-(difluoromethyl)-5'-methoxy-6-methyl-[4,4'-bipyridine]-3-carboxamide